4-(2-bromophenyl)butanoic acid BrC1=C(C=CC=C1)CCCC(=O)O